ICC1=CN=CO1 5-(iodomethyl)oxazole